C(CCCCCCC\C=C/C\C=C/CCCCC)(=O)O (9Z,11E)-Linoleic acid